C(C1=CC=CC=C1)SC1(CN(C1)C(=O)OC(C)(C)C)C(CCO)O tert-butyl 3-benzylsulfanyl-3-(1,3-dihydroxypropyl)azetidine-1-carboxylate